2-Fluoro-6-hydroxy-benzoic acid methyl ester COC(C1=C(C=CC=C1O)F)=O